(2S,4R)-2-(((tert-butyldiphenylsilyl)oxy)methyl)-4-isopropoxypyrrolidine-1-carboxylic acid tert-butyl ester C(C)(C)(C)OC(=O)N1[C@@H](C[C@H](C1)OC(C)C)CO[Si](C1=CC=CC=C1)(C1=CC=CC=C1)C(C)(C)C